1-(3-acetylphenyl)-3-(3-(2-methoxyethyl)-2,4-dioxo-1-(3-(piperidin-1-yl)propyl)-1,2,3,4-tetrahydroquinazolin-6-yl)urea C(C)(=O)C=1C=C(C=CC1)NC(=O)NC=1C=C2C(N(C(N(C2=CC1)CCCN1CCCCC1)=O)CCOC)=O